N-(7-(difluoromethyl)-2-methyl-2H-indazol-5-yl)-1,1-diphenylmethanimine FC(C1=CC(=CC2=CN(N=C12)C)N=C(C1=CC=CC=C1)C1=CC=CC=C1)F